C(CCCCCCC)OC1=CC=C(C=C1)[2H] 1-(octyloxy)benzene-4-d